BrC=1C=NC=CC1C(=O)O 3-bromopyridine-4-carboxylic acid